OC1=C(C(=CC(=C1CN(C(=O)C1CCCCC1)C)CCCCC)O)C1=CC(=CC=C1)C N-((2,6-dihydroxy-3'-methyl-4-pentyl-[1,1'-biphenyl]-3-yl)methyl)-N-methylcyclohexanecarboxamide